(4-amino-2-morpholin-4-ylphenyl)-(4-methyl-2-phenylpiperazin-1-yl)methanone NC1=CC(=C(C=C1)C(=O)N1C(CN(CC1)C)C1=CC=CC=C1)N1CCOCC1